1-benzyl 4-(tert-butyl) (2R,5R)-5-methyl-2-(((methylsulfonyl)oxy)methyl)piperazine-1,4-dicarboxylate C[C@H]1N(C[C@@H](N(C1)C(=O)OCC1=CC=CC=C1)COS(=O)(=O)C)C(=O)OC(C)(C)C